4-([1,1'-biphenyl]-4-yl)-6-(4-chlorophenyl)-2-phenylpyrimidine C1(=CC=C(C=C1)C1=NC(=NC(=C1)C1=CC=C(C=C1)Cl)C1=CC=CC=C1)C1=CC=CC=C1